Cl.Cl.C1(CC1)[C@H]1CN(CCN1)C=1N=NC(=CN1)C1=C(C=C(C=C1)C1=CC=C(C=C1)NC)O 4-{3-[(3S)-3-cyclopropylpiperazin-1-yl]-1,2,4-triazin-6-yl}-4'-(methylamino)[1,1'-biphenyl]-3-ol dihydrochloride